N1,N4-bis(2-(2-(2-(4-((S or R)-6,8-dichloro-2-methyl-1,2,3,4-tetrahydroisoquinolin-4-yl)phenylsulfonamido)ethoxy)ethoxy)ethyl)succinamide bis-hydrochloride Salt Cl.Cl.ClC=1C=C2[C@@H](CN(CC2=C(C1)Cl)C)C1=CC=C(C=C1)S(=O)(=O)NCCOCCOCCNC(CCC(=O)NCCOCCOCCNS(=O)(=O)C1=CC=C(C=C1)[C@@H]1CN(CC2=C(C=C(C=C12)Cl)Cl)C)=O |o1:6,58|